C(C)(C)C1=CC=C(C=C1)C=CC(C=CC1=CC=C(C=C1)C(C)C)=O 1,5-bis(4-isopropylphenyl)-1,4-Pentadien-3-one